1-(((1r,3s,5R,7S)-3-(2-((tert-butyldimethylsilyl)oxy)ethoxy)-5,7-dimethyladamantan-1-yl)methyl)-4-iodo-5-methyl-1H-pyrazole [Si](C)(C)(C(C)(C)C)OCCOC12CC3(C[C@](C[C@@](C1)(C3)C)(C2)C)CN2N=CC(=C2C)I